COC1=CC=C(C(=O)NC2=CC=C(C=C2)N2C[C@H]3CN(C[C@@H]3C2)C2=NC=CC=C2)C=C1 4-Methoxy-N-(4-((3aS,6aS)-5-(pyridin-2-yl)hexahydropyrrolo[3,4-c]pyrrol-2(1H)-yl)phenyl)benzamid